1-(5-Fluoro-2-thienyl)cyclopropanecarboxylic acid FC1=CC=C(S1)C1(CC1)C(=O)O